chloro-4-((1-(2-fluoroethyl)-3-(tetrahydro-2H-pyran-4-yl)-1H-pyrazol-4-yl)oxy)pyridine ClC1=NC=CC(=C1)OC=1C(=NN(C1)CCF)C1CCOCC1